ClC1=C(C(Cl)(Cl)Cl)C=CC=C1 o-chloro-trichlorotoluene